OCCC(=O)[C@H]1C([C@H](C1)CC#N)(C)C 2-((1R,3R)-3-(3-hydroxypropionyl)-2,2-dimethylcyclobutyl)acetonitrile